OCC=1C(=NC=NC1)O 5-(hydroxymethyl)pyrimidin-4-ol